ClC1=NC=C(C(=C1)C1(CC(CCC1)NCC(F)F)N)C1=NN(C=C1)C(F)F 1-(2-chloro-5-(1-(difluoromethyl)-1H-pyrazol-3-yl)pyridin-4-yl)-N3-(2,2-difluoroethyl)cyclohexane-1,3-diamine